C(CC)C1=C(C(=NC=C1)C1=NC=CC=C1)CCC dipropyl-2,2'-bipyridine